Toluene carbamate C(N)(O)=O.CC1=CC=CC=C1